2,2-diamino-4,4'-stilbenedicarboxylic acid NC1(C(C=CC(=C1)C(=O)O)C=CC1=CC=C(C=C1)C(=O)O)N